C(CC(O)(C(=O)OC(C)(CC(CC)C)C)CC(=O)OC(C)(CC(CC)C)C)(=O)OC(C)(CC(CC)C)C tri(2,4-dimethyl-2-hexyl) citrate